N-[2-[(2S)-2-aminopropoxy]ethyl]-2-ethyl-4-[[3-[3-(trifluoromethyl)-1H-pyrazol-4-yl]imidazo[1,2-a]pyrazin-8-yl]amino]benzamide N[C@H](COCCNC(C1=C(C=C(C=C1)NC=1C=2N(C=CN1)C(=CN2)C=2C(=NNC2)C(F)(F)F)CC)=O)C